CN1N=CC(=C1)C=1N=C(C=2N(C1)N=CC2)OC21CCCC(C2)(C1)C(C(=O)N)=C (5-((6-(1-methyl-1H-pyrazol-4-yl)pyrazolo[1,5-a]pyrazin-4-yl)oxy)bicyclo[3.1.1]heptan-1-yl)acrylamide